(6S)-5-theanyl-4,5,6,7-tetrahydro-3H-imidazo[4,5-c]pyridine N[C@@H](CCC(=O)NCC)C(=O)N1CC2=C(CC1)N=CN2